4-methoxybenzo[d]oxazole COC1=CC=CC2=C1N=CO2